C(C)(C)N1C(=NN=C1)C1CCN(CC1)C(=O)OC(C)(C)C Tert-butyl 4-(4-isopropyl-4H-1,2,4-triazol-3-yl)piperidine-1-carboxylate